N-[(1S,3R)-3-[(3-bromophenyl)methyl]-3-(4-formylpyrimidin-2-yl)cyclopentyl]methanesulfonamide BrC=1C=C(C=CC1)C[C@]1(C[C@H](CC1)NS(=O)(=O)C)C1=NC=CC(=N1)C=O